6-(4-Chlorophenyl)-2-(6-cyanopyridin-3-yl)-N-[(2S)-1-hydroxypropan-2-yl]pyrimidin ClC1=CC=C(C=C1)C1=CC=NC(N1[C@H](CO)C)C=1C=NC(=CC1)C#N